C1(CCCC1)NC1=CC(=C2C(NC(=NC2=C1)CSC1CCC(CC1)O)=O)F 7-(Cyclopentylamino)-5-fluoro-2-((((1R,4R)-4-hydroxycyclohexyl)thio)methyl)-quinazolin-4(3H)-one